N-(cis-2-(((1-(2-fluorophenyl)piperidin-4-yl)oxy)methyl)-1-(3-hydroxypropanoyl)piperidin-3-yl)methanesulfonamide FC1=C(C=CC=C1)N1CCC(CC1)OC[C@@H]1N(CCC[C@@H]1NS(=O)(=O)C)C(CCO)=O